The molecule is the hydrochloride salt of pethidine. An analgesic used for the treatment of postoperative and labour pain. It has a role as a kappa-opioid receptor agonist, a mu-opioid receptor agonist, an antispasmodic drug and an opioid analgesic. It contains a pethidine(1+). CCOC(=O)C1(CCN(CC1)C)C2=CC=CC=C2.Cl